5-cyclooctyloxycarbonylmethyl-7-oxo-bicyclo[2.2.1]Hept-2-ene C1(CCCCCCC1)OC(=O)CC1C2C=CC(C1)C2=O